2-fluoro-N-(6-(5-fluoro-2-(hydroxymethyl)phenyl)imidazo[1,2-a]pyridin-2-yl)cyclopropane-1-carboxamide FC1C(C1)C(=O)NC=1N=C2N(C=C(C=C2)C2=C(C=CC(=C2)F)CO)C1